C1(CCCCC1)C1N(CCC1)C=1N=CC(=NC1)C(=O)N[C@H](C)\C=C\S(=O)(=O)C 5-(2-cyclohexylpyrrolidin-1-yl)-N-((R,E)-4-(methylsulfonyl)but-3-en-2-yl)pyrazine-2-carboxamide